C1(CCCC1)N1C(C=CC2=C1N=C(N=C2)NC2CCN(CC2)S(=O)(=O)C=2C=C(C#N)C=CC2)=O 3-((4-((8-cyclopentyl-7-oxo-7,8-dihydropyrido[2,3-d]pyrimidin-2-yl)amino)piperidin-1-yl)sulfonyl)benzonitrile